[(3-{[2-(3-Aminomethyl-phenyl)-5-trifluoromethyl-2H-pyrazole-3-carbonyl]-amino}-phenyl)naphthalen-2-yl-methyl]-cyclopropylmethyl-carbamic acid tert-butyl ester C(C)(C)(C)OC(N(CC1CC1)C(C1=CC2=CC=CC=C2C=C1)C1=CC(=CC=C1)NC(=O)C=1N(N=C(C1)C(F)(F)F)C1=CC(=CC=C1)CN)=O